rel-2-((1s,3r)-3-hydroxy-3-methylcyclohexyl)-6-methoxy-N-(pyrazolo[1,5-a]pyrimidin-3-yl)-2H-indazole-5-carboxamide O[C@]1(C[C@H](CCC1)N1N=C2C=C(C(=CC2=C1)C(=O)NC=1C=NN2C1N=CC=C2)OC)C |o1:1,3|